Di-methylacetamid CC(C(=O)N)C